C(CCCCCC)C(CCOC(C=CCCCCC(CCCCCCCCCC)NC(CCC(N(C)C)CCCCCCCC(=O)OCCC(CCCCCCC)CCCCCCC)=O)=O)CCCCCCC 8-(4-(Dimethylamino)-N-(8-((3-heptyldecyl)oxy)-8-oxooctyl)butyrylamino)-octadecenoic acid 3-heptyldecyl ester